CC1=C(C=C(OCC2N(CC2)C(=O)[O-])C=C1)C(NC1(CC1)C1=C2C=CC(=NC2=CC(=C1)CCC(F)(F)F)C)=O 2-((4-methyl-3-((1-(2-methyl-7-(3,3,3-trifluoropropyl)quinolin-5-yl)cyclopropyl)carbamoyl)phenoxy)methyl)azetidine-1-carboxylate